FC(C(=O)O)(F)F.O=C1NC(CC[C@@H]1NC1=CC(=C(C=C1)C1CCN(CC1)CC(=O)O)F)=O 2-[4-[4-[[(3S)-2,6-dioxo-3-piperidinyl]amino]-2-fluoro-phenyl]-1-piperidinyl]acetic acid trifluoroacetate